methyl 4-(4-((6-aminopyridin-3-yl)methyl)piperidin-1-yl)benzoate NC1=CC=C(C=N1)CC1CCN(CC1)C1=CC=C(C(=O)OC)C=C1